C1(CCC1)NC(C1=C(C=C(C=C1OC)N1C=NC2=C1C=CC(=C2)C=2C=NN(C2)CC)OC)=O N-cyclobutyl-4-[5-(1-ethylpyrazol-4-yl)benzimidazol-1-yl]-2,6-dimethoxy-benzamide